N-[4-(difluoromethoxy)-2,5-difluorophenyl]-5-(1,3-thiazol-4-yl)-1H-pyrrole-3-sulfonamide FC(OC1=CC(=C(C=C1F)NS(=O)(=O)C1=CNC(=C1)C=1N=CSC1)F)F